C=1C=CN2C1C1=CC=C(C=C1CN2)C(=O)OC Methyl 5,6-dihydropyrrolo[2,1-a]phthalazine-8-carboxylate